FC=1C=C(C=C(C1)F)N1C=C(C=2[C@@H](C(CCC12)(F)F)O)C(F)(F)F (S)-1-(3,5-difluorophenyl)-5,5-difluoro-3-(trifluoromethyl)-4,5,6,7-tetrahydro-1H-indol-4-ol